C1(C(CCCC1)C(=O)O)C(=O)O.C(C1=CC=CC=C1)(=O)C1=CC=CC=C1 benzophenone 1,2-cyclohexanedicarboxylate